((7R)-7-amino-2-azabicyclo[2.2.1]heptan-2-yl)(2-(1-(cyclopropylmethyl)-7-(furan-2-yl)-1H-indol-2-yl)-7-methoxy-1-methyl-1H-benzo[d]imidazol-5-yl)methanone N[C@H]1C2N(CC1CC2)C(=O)C2=CC1=C(N(C(=N1)C=1N(C3=C(C=CC=C3C1)C=1OC=CC1)CC1CC1)C)C(=C2)OC